ClC=1C=C(C=CC1C#N)C1=NN(C=C1)C[C@H](C)NC(=O)C1=CC(=NN1)C(C)O N-[(2S)-1-[3-(3-chloro-4-cyanophenyl)-1H-pyrazol-1-yl]-propan-2-yl]-3-(1-hydroxyethyl)-1H-pyrazole-5-carboxamide